C(=O)(O)C1=CC=C(C=C(C(=O)OC(C)C)C#N)C=C1 isopropyl 4-carboxy-α-cyanocinnamate